BrC=1C=C(C(=NC1)C)CCl 5-bromo-3-(chloromethyl)-2-methylpyridine